NC1=NC=CC=C1C1=NC=2C(=NC(=CC2)C2=CC=CC=C2)N1C=1C=CC(=NC1C)N 5-[2-(2-amino-3-pyridyl)-5-phenyl-imidazo[4,5-b]pyridin-3-yl]-6-methyl-pyridin-2-amine